5-Bromo-6-fluorobenzoxazol-2(3H)-one BrC=1C(=CC2=C(NC(O2)=O)C1)F